2-chloro-4-(cyclopropylamino)pyrimidine-5-carbaldehyde ClC1=NC=C(C(=N1)NC1CC1)C=O